FC(C(=O)O)(F)F.FC(C(=O)O)(F)F.NCC(CC=1N(C(NN1)=O)C1=NC=C(C=C1C)C#CC1=CC=2OCCNC2N=C1)=C(F)F [2-(aminomethyl)-3,3-difluoro-allyl]-4-[5-[2-(3,4-dihydro-2H-pyrido[3,2-b][1,4]oxazin-7-yl)ethynyl]-3-methyl-2-pyridinyl]-1,2,4-triazol-3-one bistrifluoroacetate salt